N[C@H]1CN(CCC1)C=1C2=C(N=C(N1)OC[C@]13CCCN3C[C@@H](C1)F)C(=C(N=C2)C=2C=C(C=C1C=CC=C(C21)CCCC(=O)O)O)F 4-(8-(4-((R)-3-aminopiperidin-1-yl)-8-fluoro-2-(((2R,7aS)-2-fluorotetrahydro-1H-pyrrolizin-7a(5H)-yl)methoxy)pyrido[4,3-d]pyrimidin-7-yl)-6-hydroxynaphthalen-1-yl)butanoic acid